tetraethylene glycol dicyanoacetate C(#N)C(C(=O)OCCOCCOCCOCCO)C#N